3-(2-(diethylamino)ethoxy)benzamide C(C)N(CCOC=1C=C(C(=O)N)C=CC1)CC